methyl 3-cyano-5-[(diphenyl-methylidene)amino]-1-ethylpyrrolo[2,3-b]pyridine-6-carboxylate C(#N)C1=CN(C2=NC(=C(C=C21)N=C(C2=CC=CC=C2)C2=CC=CC=C2)C(=O)OC)CC